OC1=CC=C(C=C1)CC(C(=O)[O-])=O 4-hydroxylphenylpyruvate